C(C)(=O)C=1C(=C(C(=CC1NC(C1=C(C=CC(=C1)C#N)Cl)=O)F)C1=CC=C(C=C1)C#N)F N-(3-acetyl-4'-cyano-2,6-difluoro-[1,1'-biphenyl]-4-yl)-2-chloro-5-cyanobenzamide